N-acetonyl-N-tert-butoxycarbonylbutanamide C(C(=O)C)N(C(CCC)=O)C(=O)OC(C)(C)C